C(C)(=O)OCC1=C(C(=CC=C1CC1NC(CC2=CC(=C(C=C12)OCC1=CC=CC=C1)OC)([2H])[2H])OCC1=CC=CC=C1)OC 3-(benzyloxy)-6-((7-(benzyloxy)-6-methoxy-1,2,3,4-tetrahydroisoquinolin-1-yl-3,3-d2) methyl)-2-methoxybenzyl acetate